C(C)C1(CCC(CC1)NC1=NN2C(C(=N1)OC)=C(C=C2)C=2C=NC=1N(C2)C=CN1)O (1s,4s)-1-ethyl-4-((5-(imidazo[1,2-a]pyrimidin-6-yl)-4-methoxypyrrolo[2,1-f][1,2,4]triazin-2-yl)amino)cyclohexan-1-ol